The molecule is a ceramide phosphoinositol compound having a tetracosanoyl group amide-linked to a C20 phytosphingosine base, with hydroxylation at C-2 of the C24 very-long-chain fatty acid. CCCCCCCCCCCCCCCCCCCCCCC(C(=O)N[C@@H](COP(=O)(O)OC1[C@@H]([C@H](C([C@H]([C@H]1O)O)O)O)O)[C@@H](C(CCCCCCCCCCCCCCCC)O)O)O